(Z)-1-(4-bromo-3-methyl-phenyl)-3-[3-chloro-2-fluoro-5-(trifluoromethyl)phenyl]-4,4-difluoro-but-2-en-1-one BrC1=C(C=C(C=C1)C(\C=C(/C(F)F)\C1=C(C(=CC(=C1)C(F)(F)F)Cl)F)=O)C